Sodium methylanthracenedisulfonate sodium butyl-sulfite C(CCC)OS(=O)[O-].[Na+].COS(=O)(=O)C=1C(=CC=C2C=C3C=CC=CC3=CC12)S(=O)(=O)[O-].[Na+]